methyl (2R)-3-hydroxy-2-methyl-propanoate OC[C@H](C(=O)OC)C